7-chloro-5-(2,4-difluorophenyl)-2-methylquinazoline ClC1=CC(=C2C=NC(=NC2=C1)C)C1=C(C=C(C=C1)F)F